(cis)-1-methyl-3-[5-(4,4,5,5-tetramethyl-1,3,2-dioxaborolan-2-yl)-7-(trifluoromethyl)-1H-indazol-1-yl]cyclobutan-1-ol CC1(CC(C1)N1N=CC2=CC(=CC(=C12)C(F)(F)F)B1OC(C(O1)(C)C)(C)C)O